C=1N=CN2C1C1=CC=CC=C1[C@H]2[C@H]2[C@@H](CCN(CC2)S(=O)(=O)C)O (4R,5S)-5-((R)-5H-imidazo[5,1-a]isoindol-5-yl)-1-(methylsulfonyl)azepan-4-ol